Dimethyl-cyclohexoxysilane C[SiH](OC1CCCCC1)C